C(C)(C)(C)OC(=O)NC1=C(N(C=C1)CCO[Si](C)(C)C(C)(C)C)C(=O)OCC ethyl 3-((tert-butoxycarbonyl) amino)-1-(2-((tert-butyldimethylsilyl) oxy) ethyl)-1H-pyrrole-2-carboxylate